N1=C(C=CB=C1)N1CCC(CC1)(C(=O)O)CC 1-(5-borapyridin-2-yl)-4-ethylpiperidine-4-carboxylic acid